Methyl (S)-2-(4-(methylsulfonyl)piperazin-1-yl)propanoate CS(=O)(=O)N1CCN(CC1)[C@H](C(=O)OC)C